3-iodo-6-(3-(piperidin-3-yl)azetidin-1-yl)-1H-pyrazolo[3,4-b]pyrazine hydrobromide Br.IC1=NNC2=NC(=CN=C21)N2CC(C2)C2CNCCC2